FC1=C(CN2C(N(C(C23CCN(CC3)C(=O)OC(C)(C)C)=O)C3=NC=CC(=C3)C(F)(F)F)=O)C=C(C=C1)F tert-butyl 1-(2,5-difluorobenzyl)-2,4-dioxo-3-(4-(trifluoromethyl)pyridin-2-yl)-1,3,8-triazaspiro[4.5]decane-8-carboxylate